BrC(C(=O)O)CCOCCOC 2-bromo-4-(2-methoxyethoxy)butanoic acid